FC(C(=CC)C(F)(F)F)(F)F 1,1,1-trifluoro-2-(trifluoromethyl)-2-butene